ClC1=C(C(=CC=C1)F)N1CCC(CC1)N1C(N(C=2C([C@@H]1C)=CN(N2)C)CC2=C(C=CC=C2)C(F)(F)F)=O |o1:19| (S)- or (R)-5-[1-(2-Chloro-6-fluorophenyl)-piperidin-4-yl]-2,4-dimethyl-7-(2-trifluoromethylbenzyl)-2,4,5,7-tetrahydro-pyrazolo[3,4-d]pyrimidin-6-one